Methyl (S)-1'-acetyl-1,3-dihydrospiro[indene-2,3'-pyrrolidine]-5-carboxylate C(C)(=O)N1C[C@@]2(CC1)CC1=CC=C(C=C1C2)C(=O)OC